C(OC=1C(C=CN2N([C@H]3N(C(C21)=O)CCOC3)[C@H]3C2=C(SCC1=C3C=CC(=C1F)F)C=CS2)=O)(OC)=O (12aR)-12-[(10R)-6,7-difluoro-5,10-dihydrothieno[3,2-c][2]benzothiepin-10-yl]-6,8-dioxo-3,4,12,12a-tetrahydro-1H-[1,4]oxazino[3,4-c]pyrido[2,1-f][1,2,4]triazin-7-yl methyl carbonate